4-vinylbenzyl-N,N-dimethyl-methylammonium chloride [Cl-].C(=C)C1=CC=C(C[N+](C)(C)C)C=C1